(R)-3-hydroxy-3-phenylpropionic acid methyl ester COC(C[C@H](C1=CC=CC=C1)O)=O